4-[1-[[(4,5-dichloro-1-methyl-1H-indol-2-yl)carbonyl]amino]-2-fluoroethyl]-benzoic acid ClC1=C2C=C(N(C2=CC=C1Cl)C)C(=O)NC(CF)C1=CC=C(C(=O)O)C=C1